tert-butyl methyl(3-((3-methyl-2-oxo-2,3-dihydro-1H-benzo[d]imidazol-5-yl)oxy)propyl)carbamate CN(C(OC(C)(C)C)=O)CCCOC1=CC2=C(NC(N2C)=O)C=C1